FC(C1(CC1)N1N=NC(=C1)C1CN(C1)C(=O)OCCCC)(F)F butyl 3-[1-[1-(trifluoromethyl)cyclopropyl]triazol-4-yl]azetidine-1-carboxylate